C1(CCCCC1)CC1=C2CCC=3C=CC(=C(C=C1)C32)CC3CCCCC3 3,6-dicyclohexylmethyl-acenaphthene